(rac)-6-{[(2R,6S)-1-benzyl-4-(3-chloro-2-methylphenyl)-2,6-dimethylpiperidin-4-yl]amino}-1,3,3-trimethylindol-2-one C(C1=CC=CC=C1)N1[C@@H](CC(C[C@@H]1C)(C1=C(C(=CC=C1)Cl)C)NC1=CC=C2C(C(N(C2=C1)C)=O)(C)C)C